4-acetoxy-2-(6-bromoisochroman-8-yl)pyrrolidine-1-carboxylic acid tert-butyl ester C(C)(C)(C)OC(=O)N1C(CC(C1)OC(C)=O)C=1C=C(C=C2CCOCC12)Br